propiylamine C(CC)(=O)N